NS(=O)(=O)CC=1C=C(C=CC1)NC1=NC=C(C(=N1)NCC=1C(=NC=CC1)N(S(=O)(=O)C)C)C(F)(F)F N-[3-({[2-({3-[(aminosulfonyl)methyl]phenyl}amino)-5-(trifluoromethyl)pyrimidin-4-yl]amino}methyl)pyridin-2-yl]-N-methylmethane-sulfonamide